C(C)(C)(C)OC(=O)N[C@H](CC(=O)O)C1=CC=CC=C1 (R)-3-((tert-Butoxycarbonyl)amino)-3-phenylpropanoic acid